((S)-1-(((S)-4-(ethylamino)-3,4-dioxo-1-((S)-2-oxopyrrolidin-3-yl)butan-2-yl)amino)-1-oxo-3-phenylpropane-2-yl)carbamic acid 2-(3-chlorophenyl)-2,2-difluoro-1-phenylethyl ester ClC=1C=C(C=CC1)C(C(C1=CC=CC=C1)OC(N[C@H](C(=O)N[C@@H](C[C@H]1C(NCC1)=O)C(C(=O)NCC)=O)CC1=CC=CC=C1)=O)(F)F